3-((methylamino)methyl)piperidine-1-carboxylic acid CNCC1CN(CCC1)C(=O)O